2-(1-adamantylmethyl)-N-[6-(2,4-dimethylpyrazol-3-yl)pyridazin-3-yl]-3,3a,4,5,6,6a-hexahydro-1H-cyclopenta[c]pyrrol-4-amine C12(CC3CC(CC(C1)C3)C2)CN2CC3C(C2)C(CC3)NC=3N=NC(=CC3)C=3N(N=CC3C)C